bis(2-ethylhexyl) hydrogen phosphate P(=O)(OCC(CCCC)CC)(OCC(CCCC)CC)O